C1(CC1)CN1N=CC=C1C(=O)N[C@H](C(=O)NC1=NC=CC(=C1)C(COC)NC(CCC(F)(F)F)=O)C1CCC(CC1)(F)F 1-(cyclopropylmethyl)-N-((1S)-1-(4,4-difluorocyclohexyl)-2-((4-(2-methoxy-1-(4,4,4-trifluorobutanamido)ethyl)pyridin-2-yl)amino)-2-oxoethyl)-1H-pyrazole-5-carboxamide